C1C2N(CCN1C1=CC=C(C(=N1)CC)C=1C=C(C(N(C1)C)=O)C)CCNC2 5-[6-(1,3,4,6,7,8,9,9a-octahydropyrazino[1,2-a]pyrazin-2-yl)-2-ethyl-3-pyridyl]-1,3-dimethyl-pyridin-2-one